N2,N2,N2',N2'-tetrakis[2,2-bis(4-methoxyphenyl)vinyl]-9,9'-spirobi[fluorene]-2,2'-diamine COC1=CC=C(C=C1)C(=CN(C1=CC=2C3(C4=CC=CC=C4C2C=C1)C1=CC=CC=C1C=1C=CC(=CC13)N(C=C(C1=CC=C(C=C1)OC)C1=CC=C(C=C1)OC)C=C(C1=CC=C(C=C1)OC)C1=CC=C(C=C1)OC)C=C(C1=CC=C(C=C1)OC)C1=CC=C(C=C1)OC)C1=CC=C(C=C1)OC